N-[3-chloro-4-(pyrazin-2-ylmethoxy)phenyl]-6-(3-piperidyl)quinazolin-4-amine ClC=1C=C(C=CC1OCC1=NC=CN=C1)NC1=NC=NC2=CC=C(C=C12)C1CNCCC1